(S)-N-(3-(N-(tert-butyl)sulfamoyl)phenyl)-6-(1,2-dihydroxypropan-2-yl)-2-(6-azaspiro[2.5]oct-6-yl)nicotinamide C(C)(C)(C)NS(=O)(=O)C=1C=C(C=CC1)NC(C1=C(N=C(C=C1)[C@](CO)(C)O)N1CCC2(CC2)CC1)=O